1-(2,6-difluorobenzyl)-3-(6-methoxypyridazin-3-yl)-2,4-dioxo-1,2,3,4-tetrahydrothiophen FC1=C(CS2C(C(C(C2)=O)C=2N=NC(=CC2)OC)=O)C(=CC=C1)F